hexylketone C(CCCCC)C(=O)CCCCCC